methyl oleate monomethyl-succinate COC(CCC(=O)O)=O.C(CCCCCCC\C=C/CCCCCCCC)(=O)OC